ethyl N-(5-phenyl-1,2,4-oxadiazol-3-yl)formimidate C1(=CC=CC=C1)C1=NC(=NO1)N=COCC